FC(OC1=C(C(=C(C=C1)C1=CN=C2N1C=CN=C2NC2=CC(=C(C(=O)N[C@H](CNC(OC(C)(C)C)=O)C)C=C2)CC)F)F)F tert-butyl N-[(2S)-2-[[4-[[3-[4-(difluoromethoxy)-2,3-difluoro-phenyl]imidazo[1,2-a]pyrazin-8-yl]amino]-2-ethyl-benzoyl]amino]propyl]carbamate